COCCOC1=CC=C(C=C1)C1=C(C(=NC(=C1C#N)C1CNCC1)SCC=1C=NC=CC1)C#N 4-(4-(2-methoxyethoxy)phenyl)-2-((pyridin-3-ylmethyl)-thio)-6-(pyrrolidin-3-yl)pyridine-3,5-dicarbonitrile